(R)-4-(6-(3,5-dimethylisoxazol-4-yl)-2-(4-(methylsulfonyl)piperazine-1-Yl)quinazolin-4-yl)-3-phenylmorpholine CC1=NOC(=C1C=1C=C2C(=NC(=NC2=CC1)N1CCN(CC1)S(=O)(=O)C)N1[C@@H](COCC1)C1=CC=CC=C1)C